BrC1=CC=C(C(=N1)CN(C)C)OCOC 1-(6-bromo-3-(methoxymethoxy)pyridin-2-yl)-N,N-dimethylmethylamine